tert-butyl (1-acetylpiperidin-4-yl)(2-methoxy-4-(4,4,5,5-tetramethyl-1,3,2-dioxaborolan-2-yl)benzyl)carbamate C(C)(=O)N1CCC(CC1)N(C(OC(C)(C)C)=O)CC1=C(C=C(C=C1)B1OC(C(O1)(C)C)(C)C)OC